C(C=C)(=O)O.CNCCC1=CC(O)=C(O)C=C1 methyl-dopamine acrylate